FC(CC=1C(=NC(=NC1OC)NS(=O)(=O)C1=CNC(=C1)C1=NC=CC=C1F)OC)F N-[5-(2,2-difluoroethyl)-4,6-dimethoxy-pyrimidin-2-yl]-5-(3-fluoro-2-pyridyl)-1H-pyrrole-3-sulfonamide